CN(C(CCC(C(=O)[O-])C)=O)C 5-(dimethylamino)-2-methyl-5-oxopentanoate